N1=CC=CC=2[C]C=3C=CC=C4[C]C=5C=CC=CC5B(C34)C12 5λ2,9λ2-aza-13b-boranaphtho[3,2,1-de]anthracene